CN1CCN(CC1)CCC=1SC(=C(N1)C(F)(F)F)C(=O)N[C@@H](C)C1=CC(=CC=C1)N1CCOCC1 2-[2-(4-methyl-1-piperazinyl)ethyl]-N-[(1S)-1-[3-(4-morpholinyl)phenyl]ethyl]-4-(trifluoromethyl)-5-thiazolecarboxamide